COC1=C(C=C(C(=C1)N(CCN(CCCN1CCNCC1)C)C)N)NC1=NC=CC(=N1)C1=CN(C2=CC=CC=C12)C 5-methoxy-N1-methyl-N4-[4-(1-methylindol-3-yl)pyrimidin-2-yl]-N1-[2-[methyl(3-piperazin-1-ylpropyl)amino]ethyl]benzene-1,2,4-triamine